C(CC)NC(=O)C1=CC=CC(=N1)C1=NC=CC=C1 N-propyl-2,2'-bipyridine-6-carboxamide